FN fluoroammonia